C(#N)C=1C=CC(=NC1)C=1C(=NC=CN1)C(C)NC(C1=CC(=CC(=C1)C(F)(F)F)C1CC1)=O N-[1-[3-(5-cyano-2-pyridyl)pyrazin-2-yl]ethyl]-3-cyclopropyl-5-(trifluoromethyl)benzamide